N1(CCC1)CCCC(=O)OC(C(=O)OCCCCCCCCCCCCC)C(=O)OCCCCCCCCCCCCC ditridecyl 2-((4-(azetidin-1-yl)butanoyl)oxy)malonate